FC1=C2C=C(C=NC2=CC(=C1C(C)N1N=NC=2C1=NC(=CN2)C2=CC=C(S2)C#N)F)C=2C=NN(C2)C 5-(1-(1-(5,7-difluoro-3-(1-methyl-1H-pyrazol-4-yl)quinolin-6-yl)ethyl)-1H-[1,2,3]triazolo[4,5-b]pyrazin-6-yl)thiophene-2-carbonitrile